FC=1C=C(C=CC1F)[C@@H]1[C@H](O[C@@]([C@H]1C)(C(F)(F)F)C)C(=O)NC1=CC(=NC=C1)C(=O)N (2S,3R,4S,5S)-4-[[3-(3,4-difluorophenyl)-4,5-dimethyl-5-(trifluoromethyl)tetrahydrofuran-2-carbonyl]amino]pyridine-2-carboxamide